FC=1C(=C2C(=NC1)SC(=C2)[C@@H]2[C@H](NCCC2)C)NC=2C=CC1=C(N=CS1)C2 N-(5-fluoro-2-((2R,3S)-2-methylpiperidin-3-yl)thieno[2,3-b]pyridin-4-yl)benzo[d]thiazol-5-amine